ClC=1C(N(C(C1Cl)O)CC1=CC(=C(C=C1)N1CCN(CC1)C([C@@H](NC)C)=O)OC)=O 3,4-Dichloro-5-hydroxy-1-(3-methoxy-4-(4-(methyl-L-alanyl)piperazin-1-yl)benzyl)-1,5-dihydro-2H-pyrrol-2-one